CSCCC[C@H](N)C(=O)O 5-(methylsulfanyl)-L-norvaline